4-[2-(4-aminopiperidin-1-yl)-5-(6-methoxypyridin-3-yl)pyrimidin-4-yl]benzonitrile NC1CCN(CC1)C1=NC=C(C(=N1)C1=CC=C(C#N)C=C1)C=1C=NC(=CC1)OC